N-ETHYL-2-(4-FORMYL-2-METHOXY-6-NITROPHENOXY)ACETAMIDE C(C)NC(COC1=C(C=C(C=C1[N+](=O)[O-])C=O)OC)=O